C(=O)(O)C1CC(CCC1C(=O)O)S(=O)(=O)C1CC(C(CC1)C(=O)O)C(=O)O bis(3,4-dicarboxycyclohexyl) sulfone